((3-(5-acetamidopyrimidin-2-yl)-2-methoxyphenyl)amino)-6-chloro-N-methylpyridazine-3-carboxamide C(C)(=O)NC=1C=NC(=NC1)C=1C(=C(C=CC1)NC1=C(N=NC(=C1)Cl)C(=O)NC)OC